1-(3-bromothiophen-2-yl)cyclopropanecarboximidamide BrC1=C(SC=C1)C1(CC1)C(N)=N